(1R,5S,6s)-N-(6-phenylpyridazin-3-yl)-3-(tetrahydropyran-4-ylmethyl)-3-azabicyclo[3.1.0]hexan-6-amine C1(=CC=CC=C1)C1=CC=C(N=N1)NC1[C@@H]2CN(C[C@H]12)CC1CCOCC1